2-[1-[[(1r,3s)-3-hydroxycyclohexyl]amino]pyrido[3,4-d]pyridazin-4-yl]-5-(trifluoromethyl)phenol O[C@@H]1C[C@@H](CCC1)NC1=C2C(=C(N=N1)C1=C(C=C(C=C1)C(F)(F)F)O)C=NC=C2